bromo-5-(bromomethyl)-4-iodo-1-methyl-pyrazole BrC1=NN(C(=C1I)CBr)C